FC1=CC(=C(C(=O)O)C=C1)C=1SC=CN1 4-Fluoro-2-(thiazol-2-yl)benzoic acid